phenyl (3-fluoro-4-((4-methylpiperazin-1-yl)methyl)phenyl)carbamate FC=1C=C(C=CC1CN1CCN(CC1)C)NC(OC1=CC=CC=C1)=O